(2R)-2-Amino-4,4-dimethyl-N-[3-methyl-4-(1H-pyrrolo[2,3-b]pyridin-4-yl)phenyl]pentanamide N[C@@H](C(=O)NC1=CC(=C(C=C1)C1=C2C(=NC=C1)NC=C2)C)CC(C)(C)C